3-(1,4-Dimethyl-1H-benzo[d][1,2,3]triazol-5-yl)-3-(3-(((S)-2-ethyl-2,3-dihydro-[1,4]oxazepino[6,7-c]isoquinolin-4(5H)-yl)methyl)-4-methylphenyl)-2,2-dimethylpropionic acid CN1N=NC2=C1C=CC(=C2C)C(C(C(=O)O)(C)C)C2=CC(=C(C=C2)C)CN2C[C@@H](OC1=C(N=CC=3C=CC=CC13)C2)CC